C(C1=CC=CC=C1)(=O)NC[C@H](C(=O)[O-])[C@@H](C)O (2S,3R)-2-benzoylaminomethyl-3-hydroxybutyrate